lithium bis(trifluoromethyl-sulfonyl)amide FC(S(=O)(=O)[N-]S(=O)(=O)C(F)(F)F)(F)F.[Li+]